4-octadecyl-1,3-dioxolane C(CCCCCCCCCCCCCCCCC)C1OCOC1